5-bromo-3-(2-hydroxypropan-2-yl)pyridin-2(1H)-one BrC=1C=C(C(NC1)=O)C(C)(C)O